[2H]C1(CN(CCOC1)C(=O)C1=CC2=C(C=N1)C(=NN2CC(F)(F)F)NC2=NC=CC(=C2)F)[2H] (6,6-dideuterio-1,4-oxazepan-4-yl)-[3-[(4-fluoro-2-pyridyl)amino]-1-(2,2,2-trifluoroethyl)pyrazolo[4,3-c]pyridin-6-yl]methanone